N,N-dimethyl-2-(8-(2-(pyridin-4-yl)pyrido[3,4-d]pyrimidin-4-yl)-2,8-diazaspiro[4.5]decan-2-yl)ethane-1-sulfonamide CN(S(=O)(=O)CCN1CC2(CC1)CCN(CC2)C=2C1=C(N=C(N2)C2=CC=NC=C2)C=NC=C1)C